CN(S(=O)(=O)C1CNC1)C N,N-dimethyl-azetidine-3-sulfonamide